C(C)C1N(CCC(C1)C(=O)OC)C(=O)OC(C)(C)C 1-(tert-butyl) 4-methyl 2-ethylpiperidine-1,4-dicarboxylate